ClC1=C(C(=CC=C1)F)NC(C1=C(C=C(C(=C1)F)C=1N=CC=2CNCCC2C1)O[C@H](C(F)(F)F)C)=O (S)-N-(2-chloro-6-fluorophenyl)-5-fluoro-4-(5,6,7,8-tetrahydro-2,7-naphthyridin-3-yl)-2-((1,1,1-trifluoropropan-2-yl)oxy)benzamide